ClC=1C=C(C(=C(C1)N)N=NC1=NC=CC=C1)N 5-chloro-2-(pyridylazo)-1,3-diaminobenzene